NC1=NC=2C3=C(C(CC2C=N1)(C)C)C(=NN3)C(=O)NC=3SC=C(N3)CC(=O)N3C[C@H](CC3)O 8-amino-N-(4-{2-[(3S)-3-hydroxypyrrolidin-1-yl]-2-oxoethyl}-1,3-thiazol-2-yl)-4,4-dimethyl-4,5-dihydro-1H-pyrazolo[4,3-H]quinazoline-3-carboxamide